N[C@@](CNC1=NC(=C2C(=N1)N(N=C2)C)NC)(C)C2=CC=CC=C2 |o1:1| rel-6-N-[(2S)-2-amino-2-phenylpropyl]-4-N,1-dimethylpyrazolo[3,4-d]pyrimidine-4,6-diamine